O1[C@H](CCC1)COC=1C=NC=CC1C#N 3-{[(2R)-oxolan-2-yl]methoxy}pyridine-4-carbonitrile